C(C)OC(CC1=C(C=C(C=C1)CNC(=O)OC(C)C)OCC=1C=C(C2=C(C=CO2)C1)Br)=O 2-(2-((7-bromobenzofuran-5-yl)methoxy)-4-((isopropoxycarbonylamino)methyl)phenyl)acetic acid ethyl ester